C[C@@H]1N(C2=CC=CC=C2[C@@H](C1)NC1=CC=C(C=C1)NC(C#CCNC(OC(C)(C)C)=O)=O)C(CC)=O tert-Butyl (4-((4-(((2S,4R)-2-methyl-1-propionyl-1,2,3,4-tetrahydroquinolin-4-yl)amino)phenyl)amino)-4-oxobut-2-yn-1-yl)carbamate